(3-(3-(5-Amino-6-(1H-1,2,4-triazol-1-yl)pyrazin-2-yl)-4-methylphenylsulfonamido)bicyclo[1.1.1]pentan-1-yl)methyl Methylcarbamate Trifluoroacetate Salt FC(C(=O)O)(F)F.CNC(OCC12CC(C1)(C2)NS(=O)(=O)C2=CC(=C(C=C2)C)C2=NC(=C(N=C2)N)N2N=CN=C2)=O